FC1=C(C(=C(C=C1)[C@H]1[C@H](O[C@](C1)(C(F)(F)F)C)C(=O)NC1=CC(=NC=C1)C(=O)N)OC)C (2S,3S,5R)-4-[[3-(4-fluoro-2-methoxy-3-methyl-phenyl)-5-methyl-5-(trifluoromethyl)tetrahydrofuran-2-carbonyl]amino]pyridine-2-carboxamide